FC=1C=CC(=NC1)NC(CN1C=2N(C(C3=C1C(N(C3)[C@H](COC)C)=O)=O)N=C(C2)C)=O N-(5-fluoropyridin-2-yl)-2-{6-[(2S)-1-methoxypropan-2-yl]-2-methyl-5,8-dioxo-5,6,7,8-tetrahydro-4H-pyrazolo[1,5-a]pyrrolo[3,4-d]pyrimidin-4-yl}acetamide